tert-butyl 2-[(4-hydroxyphenyl)methyl]piperidine-1-carboxylate OC1=CC=C(C=C1)CC1N(CCCC1)C(=O)OC(C)(C)C